N-(4-bromobenzyl)propionamide BrC1=CC=C(CNC(CC)=O)C=C1